Methyl (4Z,7S)-7-{5-[(1E,3S,4R,6Z)-3,4-dihydroxynona-1,6-dien-1-yl]-1-methyl-1H-1,2,3-triazol-4-yl}-7-hydroxyhept-4-enoate O[C@@H](/C=C/C1=C(N=NN1C)[C@H](C\C=C/CCC(=O)OC)O)[C@@H](C\C=C/CC)O